BrC1=CC(=C(C(=C1)C([2H])([2H])NC(C([2H])([2H])O)([2H])[2H])O)Cl 4-bromo-2-chloro-6-({[2-hydroxy(1,1,2,2-2H4)ethyl]amino}(2H2)methyl)phenol